[Ir].ClC1=CCCC=CCC1 chloro(1,5-cyclooctadiene) iridium